6-((4,6-dimethyl-2-oxo-1,2-dihydropyridin-3-yl)methyl)-2-(trans-4-(dimethylamino)cyclohexyl)-9-(furan-2-yl)-2,4-dimethyl-7,8-dihydro-[1,3]dioxolo[4,5-g]isoquinolin-5(6H)-one CC1=C(C(NC(=C1)C)=O)CN1C(C=2C(=C3C(=C(C2CC1)C=1OC=CC1)OC(O3)(C)[C@@H]3CC[C@H](CC3)N(C)C)C)=O